C(C)N1N=CC=2C=NC(=CC21)C(=O)O 1-ethylpyrazolo[4,3-c]pyridine-6-carboxylic acid